C(C1=CC=CC=C1)N1N=C(C2=C1CN(C2)C(=O)OC(C)(C)C)C2=CC=C(C=C2)C(F)(F)F tert-butyl 1-benzyl-3-(4-(trifluoromethyl) phenyl)-4,6-dihydropyrrolo[3,4-c]pyrazole-5(1H)-carboxylate